1-(5-chloro-3-fluoro-2-hydroxyphenyl)ethanone ClC=1C=C(C(=C(C1)C(C)=O)O)F